C(C=C)OC(O)=O.C(O)C(CC)(CO)CO trimethylolpropane allyl-carbonate